[C@]1([C@H](O)[C@H](O)[C@@H](CO)O1)(N1C(=O)N=C(N)C=C1)CC(=O)N cytidineacetamide